Ethyl-benzoat C(C)OC(C1=CC=CC=C1)=O